C1(CC1)C1=CC=2N(C(N=C3C2C(=N1)OCCN3)=O)C3=CC=CC=C3 5-cyclopropyl-3-phenyl-9,10-dihydro-3H-7-oxa-1,3,6,10-tetraazacyclohepta[de]naphthalen-2(8H)-one